NC1=C2C(N(C(C2=CC=C1)=O)C1CN(C1)C(=O)OC(C)(C)C)=O tert-butyl 3-(4-amino-1,3-dioxoisoindolin-2-yl)azetidine-1-carboxylate